CN(C(=O)C=1C=CC2=C(C1)OC(C1=C2C=NC(=C1)NC(OC(C)(C)C)=O)C)C tert-butyl (8-(dimethylcarbamoyl)-5-methyl-5H-chromeno[4,3-c]pyridin-3-yl)carbamate